CN(CCCNCCCN(C)C)C bis(3-dimethylamino-propyl)amine